1-benzyl-3-(cyclohexylmethyl)-5-methylbenzene C(C1=CC=CC=C1)C1=CC(=CC(=C1)C)CC1CCCCC1